[4-methyl-3-(2-pyridyl)phenyl]-3,6-diazabicyclo[3.1.1]heptane-6-carboxamide CC1=C(C=C(C=C1)C12CNCC(N1C(=O)N)C2)C2=NC=CC=C2